tert-butyl (R)-2-((1R,2R)-2-(2-fluorophenyl)-1-hydroxy-2-phenylethyl)pyrrolidine-1-carboxylate FC1=C(C=CC=C1)[C@H]([C@@H](O)[C@@H]1N(CCC1)C(=O)OC(C)(C)C)C1=CC=CC=C1